dysprosium Samarium cobalt [Co].[Sm].[Dy]